ClC=1N=C(C2=C(N1)CCS2)NC2=CC=C(C1=CC=CC=C21)C2CC2 2-Chloro-N-(4-cyclopropylnaphthalen-1-yl)-6,7-dihydrothieno[3,2-d]pyrimidin-4-amine